ethyl rac-(1S,3R,4R)-3-fluoro-4-hydroxycyclopentane-1-carboxylate F[C@@H]1C[C@H](C[C@H]1O)C(=O)OCC |r|